[N+](=[N-])=CC=O DIAZOACETALDEHYDE